4-[1-(6-Nitro-3-pyridyl)-4-piperidyl]Morpholine [N+](=O)([O-])C1=CC=C(C=N1)N1CCC(CC1)N1CCOCC1